1-(1-octyl)-2-methylpyridinium C(CCCCCCC)[N+]1=C(C=CC=C1)C